3-(1H-[1,2,3]triazolo[4,5-b]pyrazin-6-yl)benzoic acid N1N=NC=2C1=NC(=CN2)C=2C=C(C(=O)O)C=CC2